tert-butyl 4-[(R)-[4,5-dichloro-2-(prop-2-en-1-yloxy)phenyl](2,2,2-trifluoroacetamido)methyl]piperidine-1-carboxylate ClC1=CC(=C(C=C1Cl)[C@@H](C1CCN(CC1)C(=O)OC(C)(C)C)NC(C(F)(F)F)=O)OCC=C